O=C1C=C(N=CN1)C#N 6-oxo-1,6-dihydropyrimidin-4-carbonitril